2-((Trimethylsilyl)methyl)pyridine tert-Butyl-3-methyl-6-(2-oxo-1H-quinolin-6-yl)-3,4-dihydro-2H-pyridine-1-carboxylate C(C)(C)(C)OC(=O)N1CC(CC=C1C=1C=C2C=CC(NC2=CC1)=O)C.C[Si](C)(C)CC1=NC=CC=C1